8-Fluoro-5-(2-fluoro-4-iodo-phenylamino)-imidazo[1,5-a]pyridine-6-carboxylic acid (2-hydroxy-ethoxy)-amide OCCONC(=O)C=1C=C(C=2N(C1NC1=C(C=C(C=C1)I)F)C=NC2)F